C(C1=CC=CC=C1)N1/C(/SCCCC1)=N/C(OCC)=O Ethyl (Z)-(3-benzyl-1,3-thiazepan-2-ylidene)carbamate